[Si](C)(C)(C(C)(C)C)OC=1C=C2C3=C(NC2=CC1)C(NCC3(C)C)C(=O)O 6-((Tert-butyldimethylsilyl)oxy)-4,4-dimethyl-2,3,4,9-tetrahydro-1H-pyrido[3,4-b]indole-1-carboxylic acid